ClC=1C=C(C=NC1)C=1N=NN(C1)C(C)N1C(C=C(C=C1)N1C[C@@H](CCC1)NCC1CCC1)=O 1-(1-(4-(5-chloropyridin-3-yl)-1H-1,2,3-triazol-1-yl)ethyl)-4-((R)-3-((cyclobutylmethyl)amino)piperidin-1-yl)pyridin-2(1H)-one